C(=O)C1=C(NC2=CC=C(C=C12)OC)C(=O)O 3-FORMYL-5-METHOXY-1H-INDOLE-2-CARBOXYLIC ACID